(S)-1,2,3,4-tetrahydronaphthol [C@@H]1(CCCC2=CC=CC=C12)O